[Si](C1=CC=CC=C1)(C1=CC=CC=C1)(C(C)(C)C)OC[C@@H]1CCC(N1C(=O)OC(C)(C)C)C(=O)OC (5S)-1-tert-butyl 2-methyl 5-(((tert-butyldiphenylsilyl)oxy)methyl)pyrrolidine-1,2-dicarboxylate